dicyclohexyl-(4-dimethylaminophenyl)phosphine C1(CCCCC1)P(C1=CC=C(C=C1)N(C)C)C1CCCCC1